1-(2-(2-(2-methoxyethoxy)ethoxy)ethyl)-2,5,8-trioxa-11-azatetradecan-14-ol COCCOCCOCCCOCCOCCOCCNCCCO